N-(4-(4-((7-bromo-2-(2,6-dioxopiperidin-3-yl)-1,3-dioxoisoindoline-5-yl)methyl)piperazin-1-yl)-3-(trifluoromethyl)phenyl)-3-(imidazo[1,2-b]pyridazin-3-ylethynyl)-4-methylbenzamide BrC=1C=C(C=C2C(N(C(C12)=O)C1C(NC(CC1)=O)=O)=O)CN1CCN(CC1)C1=C(C=C(C=C1)NC(C1=CC(=C(C=C1)C)C#CC1=CN=C2N1N=CC=C2)=O)C(F)(F)F